6-(2-Chloro-4-(2-(dimethylamino)ethyl)-8,10-difluoro-5,6-dihydro-4H-[1,4]oxazepino[5,6,7-de]quinazolin-9-yl)-N,N-bis(4-methoxybenzyl)-4-methyl-5-(trifluoromethyl)pyridin-2-amine ClC1=NC=2C(=C(C(=C3C2C(=N1)N(CCO3)CCN(C)C)F)C3=C(C(=CC(=N3)N(CC3=CC=C(C=C3)OC)CC3=CC=C(C=C3)OC)C)C(F)(F)F)F